C(C)OC1=C(C=C2CC(C=3C(=C(C(NC3C2=N1)=O)C(=O)O)O)C(C)C)OCCCOC 9-ethoxy-4-hydroxy-5-isopropyl-8-(3-methoxypropoxy)-2-oxo-1,2,5,6-tetrahydro-1,10-phenanthroline-3-carboxylic acid